ClC1=CC=C2C(=N1)NC=C2S(=O)(=O)NC2=NSC(=C2Cl)C2CC2 6-chloro-N-(4-chloro-5-cyclopropyl-isothiazol-3-yl)-1H-pyrrolo[2,3-b]pyridine-3-sulfonamide